(R)-3-(1-acryloylpyrrolidin-3-yl)-7-amino-1-(4-(2-fluorophenoxy)phenyl)-1,5-dihydro-4H-pyrazolo[3,4-d]pyridazin-4-one C(C=C)(=O)N1C[C@@H](CC1)C1=NN(C=2C(=NNC(C21)=O)N)C2=CC=C(C=C2)OC2=C(C=CC=C2)F